5-oxo-2,6-diazaspiro[3.4]octane-2-carboxamide O=C1C2(CN(C2)C(=O)N)CCN1